OCC(C(=O)N)N1CCN(CC1)C 3-hydroxy-2-(4-methylpiperazin-1-yl)propanamide